3-(4-fluorobenzoyl)-1-methyl-1,2,3,6-tetrahydro-azepino[4,5-b]indole-5-carboxylic acid ethyl ester C(C)OC(=O)C1=CN(CC(C2=C1NC=1C=CC=CC21)C)C(C2=CC=C(C=C2)F)=O